N-({imidazo[1,2-a]pyridin-2-yl}methyl)piperidin N=1C(=CN2C1C=CC=C2)CN2CCCCC2